C1=NC(=C2C(=N1)N(C=N2)[C@H]3[C@@H]([C@@H]([C@H](O3)COP(=O)(O)OP(=O)(O)OC4[C@@H]([C@@H]([C@H](O4)CO)O)O)O)OP(=O)(O)O)N The molecule is an ADP-aldose. It has a role as a mouse metabolite. It derives from a D-ribofuranosyl-ADP. It is a conjugate acid of an ADP-D-ribose 2'-phosphate(4-).